FC1=C2C=3C=C(C(=CC3C3=C(C2=C(C(=C1F)F)F)C=C(C(=C3)OCCCCCCCC)OCCCCCCCC)OCCCCCCCC)OCCCCCCCC 1,2,3,4-tetrafluoro-6,7,10,11-tetra(octyloxy)benzophenanthrene